4-Cyclopropyl-N-[(S)-(4,4-difluorocyclohexyl)-[7-[[(3S,5S)-3-methyl-2-oxo-5-(trifluoromethyl)pyrrolidin-3-yl]methyl]imidazo[1,2-b]pyridazin-2-yl]methyl]-1,2,5-oxadiazole-3-carboxamide C1(CC1)C=1C(=NON1)C(=O)N[C@H](C=1N=C2N(N=CC(=C2)C[C@@]2(C(N[C@@H](C2)C(F)(F)F)=O)C)C1)C1CCC(CC1)(F)F